N-(2-aminoethyl)-5-((4S)-2-oxohexahydro-1H-thieno[3,4-d]imidazol-4-yl)pentanamide tert-butyl-(2-(bicyclo[2.1.1]hexan-2-ylamino)ethyl)carbamate C(C)(C)(C)N(C(O)=O)CCNC1C2CC(C1)C2.NCCNC(CCCC[C@@H]2SCC1NC(NC12)=O)=O